NC1=NC2=CC(=CC=C2C=C1)CN(C(=O)C=1C=NC=CC1)C1=C(C=CC(=C1)Cl)S(=O)(=O)C N-[(2-aminoquinolin-7-yl)methyl]-N-(5-chloro-2-methanesulfonylphenyl)pyridine-3-carboxamide